COC[C@@H](C(=O)N[C@H](C)C=1C=C2CC(NC2=CC1)=O)SC1=NC(NC=C1C)=O (2S)-3-methoxy-2-[(5-methyl-2-oxo-1H-pyrimidin-4-yl)sulfanyl]-N-[(1R)-1-(2-oxoindolin-5-yl)ethyl]propanamide